ClC=1C(=NC(=NC1)NC1CCOCC1)C=1C=C2N(CCN(C2=O)[C@H](C(=O)N[C@H](CO)C2=CC(=CC=C2)Cl)C)C1 (S)-2-(7-(5-Chloro-2-((tetrahydro-2H-pyran-4-yl)amino)pyrimidin-4-yl)-1-oxo-3,4-dihydropyrrolo[1,2-a]pyrazin-2(1H)-yl)-N-((S)-1-(3-chlorophenyl)-2-hydroxyethyl)propanamide